N-(4-(bromomethyl)benzyl)acetamide gallium-arsenic-antimony [Sb].[As].[Ga].BrCC1=CC=C(CNC(C)=O)C=C1